C(CCCCCCC)C(C(=O)O)C(O)(C(=O)O)CC(=O)O.ClC=1C(=CC2=C(C[C@](O2)(C2=CC=CC=C2)CNC2CCC(CC2)(O)CF)C1C1=C(C(=O)N)C=CC(=C1F)OC(F)F)F 2-((2S,4S)-5-chloro-6-fluoro-2-(((4-(fluoromethyl)-4-hydroxycyclohexyl)amino)methyl)-2-phenyl-2,3-dihydrobenzofuran-4-yl)-4-(difluoromethoxy)-3-fluorobenzamide octylcitrate